NC1=CC=C(C=N1)OC1=CC=C(C=C1)NC(=O)NC1=CC(=CC=C1)Br 1-(4-((6-aminopyridin-3-yl)oxy)phenyl)-3-(3-bromophenyl)urea